C(#N)[C@H]1N(CSC1)C(CNC(=O)C1=CC=NC2=CC=C(C=C12)N1CC(C1)(C)OC)=O (R)-N-(2-(4-cyanothiazolidin-3-yl)-2-oxoethyl)-6-(3-methoxy-3-methyl-Azetidin-1-yl)quinoline-4-carboxamide